C(C)C1CNC2=CC=C(C=C2C1)CC 3,6-diethyl-1,2,3,4-tetrahydroquinoline